ClC=1C=CC(=C(C1)C=1C=C(C=2OCCNC2N1)NC1=C(C=NC=C1)N)F N4-[6-(5-chloro-2-fluorophenyl)-2H,3H,4H-pyrido[3,2-b][1,4]oxazin-8-yl]pyridine-3,4-diamine